FC1=NC=CC=C1CN(CCOCCNC1CCCC1)CC1=CN(C2=CC=CC=C12)S(=O)(=O)C1=CC=CC=C1 N-(2-(2-(((2-fluoropyridin-3-yl)methyl)((1-(phenylsulfonyl)-1H-indol-3-yl)methyl)amino)ethoxy)ethyl)cyclopentanamine